FC(CN1N=CC=2C1=NC(=CN2)N2CCC1(CC2)CCN(CC1)C1=NC(=CN=C1)C(F)(F)F)F 3-(1-(2,2-difluoroethyl)-1H-pyrazolo[3,4-b]pyrazin-6-yl)-9-(6-(trifluoromethyl)pyrazin-2-yl)-3,9-diazaspiro[5.5]undecane